oxo-pyridine-3-carboxamide O=NC(=O)C=1C=NC=CC1